BrC=1C=C2C(=NC1F)C(C(N2C2CC(C2)(N2CC1(CC1)CCC2)C)=O)(C)C 6-bromo-5-fluoro-3,3-dimethyl-1-((1s,3s)-3-methyl-3-(5-azaspiro[2.5]oct-5-yl)cyclobutyl)-1,3-dihydro-2H-pyrrolo[3,2-b]pyridin-2-one